4-oxo-4-(((1-((pivaloyloxy)methyl)-1H-imidazol-4-yl)methyl)amino)butanoic acid O=C(CCC(=O)O)NCC=1N=CN(C1)COC(C(C)(C)C)=O